tert-butyl (S or R)-7-acryloyl-2-(4-cyclopropylphenyl)-2,3,4,5a,6,7,8,9-octahydro-5H-1,2,5,7-tetraazabenzo[cd]azulene-5-carboxylate C(C=C)(=O)N1C[C@@H]2C3=C(N(N=C3CC1)C1=CC=C(C=C1)C1CC1)CCN2C(=O)OC(C)(C)C |o1:6|